(2R)-N-(4-tert-butylphenyl)-N-[2-[[2-(dimethylamino)-2-oxo-ethyl]amino]-2-oxo-1-(3-pyridyl)ethyl]pyrrolidine-2-carboxamide titanium [Ti].C(C)(C)(C)C1=CC=C(C=C1)N(C(=O)[C@@H]1NCCC1)C(C(=O)NCC(=O)N(C)C)C=1C=NC=CC1